COC(C1=C(C(=CC(=C1)C)SCCC(=O)OCC(CCCC)CC)N)=O amino-3-((3-((2-ethylhexyl)oxy)-3-oxopropyl)thio)-5-methylbenzoic acid methyl ester